BrCC=1SC(=NN1)C=1C=NC(=CC1F)Cl 2-(bromomethyl)-5-(6-chloro-4-fluoropyridin-3-yl)-1,3,4-thiadiazole